CS(=O)(=O)C1=C(C(=O)O)C=CC(=C1)S(F)(F)(F)(F)F 2-(methylsulfonyl)-4-(pentafluoro-lambda6-sulfanyl)benzoic acid